6-[1-[2,6-dioxopiperidin-3-yl]-3-methyl-2-oxo-1,3-benzodiazol-4-yl]hex-5-ynoic acid O=C1NC(CCC1N1C(N(C2=C1C=CC=C2C#CCCCC(=O)O)C)=O)=O